ClCC(O)C1=C(C=C(C=C1)Cl)Cl 2-chloro-1-(2,4-dichlorophenyl)ethanol